2,3,6,7-tetrahydro-1,3-oxazepine O1CNC=CCC1